O=C1NC(CCC1N1C(C(=CC1=O)N1CCC(CC1)C(=O)O)=O)=O 1-(1-(2,6-dioxopiperidin-3-yl)-2,5-dioxo-2,5-dihydro-1H-pyrrol-3-yl)piperidine-4-carboxylic acid